NC(=O)CNC(OCC(CC1=CC=C(C=C1)Cl)N)=O 2-amino-3-(4-chlorophenyl)propyl (aminocarbonyl)methylcarbamate